5-(3-isopropyl-5-(1-((1-methyl-1H-pyrazol-3-yl)methyl)piperidin-4-yl)-1H-indol-2-yl)-1,3-dimethylpyridin-2(1H)-one C(C)(C)C1=C(NC2=CC=C(C=C12)C1CCN(CC1)CC1=NN(C=C1)C)C=1C=C(C(N(C1)C)=O)C